N=1C=C(N2N=CC=CC21)C#CC2=CC=CC=1C(=NOC12)NC1=CC(=CC=C1)C(F)(F)F 7-(imidazo[1,2-b]pyridazin-3-ylethynyl)-N-(3-(trifluoromethyl)phenyl)benzo[d]isoxazol-3-amine